CC(C)(C)OC(=O)NC1CC(C1)CO tert-butyl ((1r,3r)-3-(hydroxymethyl)cyclobutyl)carbamate